6-chloro-3-(2-fluorophenyl)-2-(pyridin-3-ylamino)quinazolin-4(3H)-one ClC=1C=C2C(N(C(=NC2=CC1)NC=1C=NC=CC1)C1=C(C=CC=C1)F)=O